(2S)-2-[[(E)-3-(4-chloro-2-fluorophenyl)prop-2-enoyl]amino]-N-[(1S)-1-cyano-2-[(3S)-2-oxopyrrolidin-3-yl]ethyl]-4-methyl-pentanamide ClC1=CC(=C(C=C1)/C=C/C(=O)N[C@H](C(=O)N[C@@H](C[C@H]1C(NCC1)=O)C#N)CC(C)C)F